4-dimethylaminobutyl-triethoxysilane CN(CCCC[Si](OCC)(OCC)OCC)C